benzyl 2-diazo-3-methylbut-3-enoate [N+](=[N-])=C(C(=O)OCC1=CC=CC=C1)C(=C)C